O=C(CCOCCOCCOCCOCCOCCOCCOCCOC)NCCCC(=O)O 26-oxo-2,5,8,11,14,17,20,23-octaoxa-27-aza-hentriacontane-31-oic acid